COC1=C(C(=CC(=C1)OC)OC)C1C(COC2=C1C=CC=C2)=O 4-(2,4,6-trimethoxyphenyl)-2H-1-benzopyran-3(4H)-one